C1CCC2=C(C=3CCCC3C=C12)NC(=O)OC(C(=O)OCC)CN1C(=NC=C1)C Ethyl 2-{[(1,2,3,5,6,7-hexahydro-s-indacen-4-yl)-carbamoyl]oxy}-3-(2-methyl-1H-imidazol-1-yl)propanoate